methyl (R)-2-((tert-butoxy carbonyl) amino)-3-iodopropanoate C(C)(C)(C)OC(=O)N[C@H](C(=O)OC)CI